phenyl(3-(trifluoromethyl)phenyl)iodonium 2-hydroxy-4-((4-iodophenoxy)carbonyl)benzenesulfonate OC1=C(C=CC(=C1)C(=O)OC1=CC=C(C=C1)I)S(=O)(=O)[O-].C1(=CC=CC=C1)[I+]C1=CC(=CC=C1)C(F)(F)F